C(C1=CC=NC=C1)(=O)N[C@H](C(=O)NC=1C(N(C=CC1)CC(=O)NC1C2CC3CC(CC1C3)C2)=O)CCC(C(=O)NC)=O (S)-2-(isonicotinamido)-N1-(1-(2-(2-adamantylamino)-2-oxoethyl)-2-oxo-1,2-dihydropyridin-3-yl)-N6-methyl-5-oxohexanediamide